vinyl-2-propyl-ethane sodium [Na].C(=C)CCCCC